ClC=1C=C(C=CC1)C(C)(C)NC(=O)C1C2COC3=C(C21)C=C(C=C3)F exo-N-[2-(3-chlorophenyl)propan-2-yl]-6-fluoro-1,1a,2,7b-tetrahydrocyclopropa[c][1]benzopyran-1-carboxamide